N-(3-(5-chloro-2-methoxyphenyl)-1-(2-(cyclobutanecarboxamido)ethyl)-1H-pyrazol-4-yl)pyrazolo[1,5-a]pyrimidine-3-carboxamide ClC=1C=CC(=C(C1)C1=NN(C=C1NC(=O)C=1C=NN2C1N=CC=C2)CCNC(=O)C2CCC2)OC